C(C)(C)(C)OC(=O)N1CC2(C1)CCN(CC2)CCCNC=2C=C1C(N(C(C1=CC2)=O)C2C(NC(CC2)=O)=O)=O 7-(3-((2-(2,6-dioxopiperidin-3-yl)-1,3-dioxoisoindolin-5-yl)amino)propyl)-2,7-diazaspiro[3.5]nonane-2-carboxylic acid tert-butyl ester